C(C)(C)(C)OC(NCC1(CCNCC1)OC)=O (4-methoxypiperidine-4-yl)methyl-carbamic acid tert-butyl ester